3-(2,6-dichloropyridin-4-yl)-3-(4-methyl-4H-1,2,4-triazol-3-yl)cyclobutanone ClC1=NC(=CC(=C1)C1(CC(C1)=O)C1=NN=CN1C)Cl